BrC=1C=C2C=CN(C2=C(C1)[N+](=O)[O-])C(C)=O 1-(5-Bromo-7-nitroindol-1-yl)ethan-1-one